6-(1,1-difluoroethyl)-N-{2-[4-(hydroxymethyl)cyclohexyl]-6-methoxy-2H-indazol-5-yl}pyridine-2-carboxamide FC(C)(F)C1=CC=CC(=N1)C(=O)NC1=CC2=CN(N=C2C=C1OC)C1CCC(CC1)CO